CC1=C2C(OC(C2=CC=C1C)=O)=O 4,5-dimethyl-1,3-isobenzofurandione